tert-butyl 4-(((6-((5-cyanoisoindolin-2-yl)methyl)-4-(difluoromethyl)pyridin-3-yl)oxy)methyl)piperidine-1-carboxylate C(#N)C=1C=C2CN(CC2=CC1)CC1=CC(=C(C=N1)OCC1CCN(CC1)C(=O)OC(C)(C)C)C(F)F